4-[3-[2,6-dichloro-4-(7,7-dimethyl-5,9-dioxa-2-azaspiro[3.5]nonan-2-yl)benzoyl]-2,4-dihydro-1,3-benzoxazin-8-yl]-5-fluoro-2-(3-oxa-8-azabicyclo[3.2.1]octan-8-yl)benzoic acid ClC1=C(C(=O)N2COC3=C(C2)C=CC=C3C3=CC(=C(C(=O)O)C=C3F)N3C2COCC3CC2)C(=CC(=C1)N1CC2(C1)OCC(CO2)(C)C)Cl